C12C(C3CC(CC(C1)C3)C2)OC(CCC2=CC=C(C=C2)CC(=O)O)=O 4-(3-(((1r,3r,5r,7r)-adamantan-2-yl)oxy)-3-oxopropyl)phenylacetic acid